2-(((1-(3-chloro-8-fluoro-6,7,8,9-tetrahydropyrido[3,2-b]indolizin-7-yl)-2-oxopyrrolidin-3-yl)oxy)methyl)azetidin ClC1=CC=2C=C3CC(C(CN3C2N=C1)F)N1C(C(CC1)OCC1NCC1)=O